FC(C(=O)O)(F)F.N1=C(C=CC=C1)C(=O)O picolinic acid trifluoroacetate